FC1=CC=C(C(=O)N[C@H](CO)CC2=NC(=NO2)C2=CC=C(C=C2)C(F)(F)F)C=C1 4-fluoro-N-[(2S)-1-hydroxy-3-{3-[4-(trifluoromethyl)phenyl]-1,2,4-oxadiazol-5-yl}propan-2-yl]benzamide